COC(CC1CCOCC1)=O 2-(tetrahydropyran-4-yl)-acetic acid methyl ester